(7-bromoquinoxalin-2-yl)acetic acid methyl ester COC(CC1=NC2=CC(=CC=C2N=C1)Br)=O